6-[1-(azetidin-3-yl)-5-methylpyrazol-4-yl]-4-methoxypyrazolo[1,5-a]pyridine-3-carbonitrile N1CC(C1)N1N=CC(=C1C)C=1C=C(C=2N(C1)N=CC2C#N)OC